6-(4-amino-2,6-dichlorophenoxy)-2-(pyridin-2-ylmethyl)-3,4-dihydroisoquinolin-1(2H)-one NC1=CC(=C(OC=2C=C3CCN(C(C3=CC2)=O)CC2=NC=CC=C2)C(=C1)Cl)Cl